C(OC1CCN(CC1)C)(OC1=CC=C(C=C1)[N+](=O)[O-])=O 1-methylpiperidin-4-yl (4-nitrophenyl) carbonate